(S)-1-tert-Butylamino-3-(4-morpholin-4-yl-[1,2,5]thiadiazol-3-yloxy)-propan-2-ol C(C)(C)(C)NC[C@@H](COC1=NSN=C1N1CCOCC1)O